copper-aluminum-yttrium [Y].[Al].[Cu]